6-chloro-2-hydroxypyrazine ClC1=CN=CC(=N1)O